tert-butyl (1R,2S,3S,5S)-3-(cyclopropylamino)-2-fluoro-8-azabicyclo[3.2.1]octane-8-carboxylate C1(CC1)N[C@@H]1[C@@H]([C@H]2CC[C@@H](C1)N2C(=O)OC(C)(C)C)F